6-fluoro-3-{1-[4-(piperazine-1-carbonyl)-phenyl]-1H-[1,2,3]triazol-4-yl}-1H-[1,8]naphthyridin-2-one FC=1C=C2C=C(C(NC2=NC1)=O)C=1N=NN(C1)C1=CC=C(C=C1)C(=O)N1CCNCC1